C1(CCCC1)CC(=O)NC1=CSC(=C1)C1=NC(=CN=C1)C1=CC(=C(C=C1)C(=O)N1CCC(CC1)OC)OC 2-cyclopentyl-N-(5-(6-(3-methoxy-4-(4-methoxypiperidine-1-carbonyl)phenyl)pyrazin-2-yl)thiophen-3-yl)acetamide